C(C)(C)(C)OC(=O)N1C(CCCC1)CCC 2-propylpiperidine-1-carboxylic acid tert-butyl ester